(R,E)-N-(2-(6,6-Difluorospiro[3.3]heptan-2-yl)ethylidene)-2-methylpropane-2-sulfinamide FC1(CC2(CC(C2)C\C=N\[S@](=O)C(C)(C)C)C1)F